allene borate B(O)(O)O.C=C=C